NC=1C(=C(C=C2C=C(N=CC12)NC1=NN2CC(NC(CC2=C1)(C)C)=O)C=1C=NC=C(C1C)N)F 2-((8-amino-6-(5-amino-4-methylpyridin-3-yl)-7-fluoroisoquinolin-3-yl)amino)-5,5-dimethyl-5,6-dihydro-4H-pyrazolo[1,5-d][1,4]diazepin-7(8H)-one